C(#N)C(NC(=O)[C@@H]1[C@H]2[C@H]3C=C[C@@H]([C@H]2CN1C(=O)C=1NC2=CC(=CC(=C2C1)F)F)C3)C3=CN=CC1=CC=CC=C31 (1R,2S,3S,6R,7S)-N-[cyano(isoquinolin-4-yl)methyl]-4-(4,6-difluoro-1H-indole-2-carbonyl)-4-azatricyclo[5.2.1.0^{2,6}]dec-8-ene-3-carboxamide